Cl.N1=CN=C(C2=C1NC=C2)NCCN N1-(7H-pyrrolo[2,3-d]pyrimidin-4-yl)ethane-1,2-diamine hydrochloride